tetrahydroindol-one N1C(CC2CC=CC=C12)=O